(4-(oxazol-2-yl)phenyl)methanol butyl-stearate dimethyl-sebacate CC(C(=O)O)(CCCCCCCC(=O)O)C.C(CCC)C(C(=O)O)CCCCCCCCCCCCCCCC.O1C(=NC=C1)C1=CC=C(C=C1)CO